3-(2-(3-azabicyclo[3.1.0]hexan-3-yl)ethyl)-6-fluoro-5-methoxy-1H-indazole C12CN(CC2C1)CCC1=NNC2=CC(=C(C=C12)OC)F